C1(CC1)OC(=O)C=1C(N(C2=CC(=CC=C2C1N)I)CC1=C(C=CC=C1)C)=O 4-Amino-7-iodo-1-((2-methylphenyl)methyl)-2-oxo-1,2-dihydroquinoline-3-carboxylic acid cyclopropyl ester